Adamantan-1-carboxylic acid (2-methoxy-4-nitrophenyl)amide COC1=C(C=CC(=C1)[N+](=O)[O-])NC(=O)C12CC3CC(CC(C1)C3)C2